COC1=C(CC(NC)C)C=C(C=C1)OC 2,5-dimethoxy-N-methylamphetamine